ClC1=C(C(=O)NCC(C)=O)C=C(C=C1)[N+](=O)[O-] 2-chloro-5-nitro-N-(2-oxopropyl)benzamide